FC(F)(F)S.[Cu] copper trifluoromethylmercaptan